2-[2-Oxo-5-[[(3S)-1-(3-pyridyl)piperidine-3-carbonyl]amino]-1-pyridyl]acetic acid O=C1N(C=C(C=C1)NC(=O)[C@@H]1CN(CCC1)C=1C=NC=CC1)CC(=O)O